3-bromo-N,N-dimethyl-propanamide BrCCC(=O)N(C)C